N1(CCNCC1)CC1CCN(CC1)C1=CC=C(C=C1)C1C(NC(CC1)=O)=O 3-(4-(4-(piperazin-1-ylmethyl)piperidin-1-yl)phenyl)piperidine-2,6-dione